1-(6-((2-amino-2-oxo-1-phenylethyl)thio)-3,5-dicyano-4-ethylpyridin-2-yl)piperidin-4-yl (2S)-2-amino-3-methylbutanoate N[C@H](C(=O)OC1CCN(CC1)C1=NC(=C(C(=C1C#N)CC)C#N)SC(C(=O)N)C1=CC=CC=C1)C(C)C